C1(=CC=CC2=CC=CC=C12)/C=C/C(=O)C=1C(N(C(N(C1O)C)=C)C)=O 5-[(2E)-3-naphthylprop-2-enoyl]-6-hydroxy-1,3-dimethyl-2-methylidene-1,2,3,4-tetrahydropyrimidin-4-one